Diethyl 2-(cyclopropanecarbonyl)-3-isopropyl-butanedioate C1(CC1)C(=O)C(C(=O)OCC)C(C(=O)OCC)C(C)C